C1=NC=C(C2=CC=CC=C12)N1C(N(C[C@@H]1C#N)C1=NC(=NC=C1C)C(F)(F)F)=O (R)-3-(isoquinolin-4-yl)-1-(5-methyl-2-(trifluoromethyl)pyrimidin-4-yl)-2-oxoimidazolidine-4-carbonitrile